CN(C(OC(C)(C)C)=O)CCCCCCNC tert-butyl methyl(6-(methylamino)hexyl)carbamate